C(CCC(=O)O)(=O)O.C(CCC(=O)O)(=O)O.ClC=1C=CC(=C(CN2CCN(CC2)C(C)C)C1)OCC 1-(5-chloro-2-ethoxybenzyl)-4-isopropylpiperazine disuccinate